O1CCN(CC1)C=1C=C(C(=O)NC=2SC3=C(N2)C=C(C=C3)C(=O)O)C=CN1 2-(2-morpholinoisonicotinamido)benzo[d]thiazole-5-carboxylic acid